2-[4-[(E)-3-(4-Methoxycarbonylphenyl)prop-2-enoyl]phenoxy]acetic acid COC(=O)C1=CC=C(C=C1)/C=C/C(=O)C1=CC=C(OCC(=O)O)C=C1